[OH-].[Na+].O1C=C(C(=O)C2=CC=CC=C12)C1=CC=CC=C1 isoflavone compound with sodium hydroxide